CSC=1C=CC=2C3(C4=CC=C(C=C4C2C1)SC)C1=CC=CC=C1NC=1C=CC=CC13 3',6'-bis(methylthio)-10H-spiro[acridine-9,9'-fluorene]